FC(C=1C=CC(=NC1)N1C[C@@H](CC1)OC1=C(C(=O)N)C=CC=C1)(F)F (R)-2-(1-(5-(trifluoromethyl)pyridin-2-yl)pyrrolidin-3-yloxy)benzamide